C(N)(=N)C=1C=C(SC1)[C@@H](C)NC(=O)[C@H]1N(C[C@](C1)(CF)F)C(CNC(C1=CC=C(C=C1)OC1=CC=CC=C1)=O)=O (2S,4R)-N-((R)-1-(4-carbamimidoylthiophen-2-yl)ethyl)-4-fluoro-4-(fluoromethyl)-1-((4-phenoxybenzoyl)glycyl)pyrrolidine-2-carboxamide